(1R)-1-(3,4-difluorophenyl)ethyl 4-[6-(1-methyl-1H-pyrazol-4-yl)pyrazolo[1,5-a]pyridin-3-yl]piperazine-1-carboxylate CN1N=CC(=C1)C=1C=CC=2N(C1)N=CC2N2CCN(CC2)C(=O)O[C@H](C)C2=CC(=C(C=C2)F)F